tert-butyl (R)-6-(6-((6-(4-(1-(3-(tert-butyl)-1,2,4-oxadiazole-5-carboxamido) ethyl)-3-methylphenyl) pyrimidin-4-yl) amino) pyridin-3-yl)-2,6-diazaspiro[3.3]heptane-2-carboxylate C(C)(C)(C)C1=NOC(=N1)C(=O)N[C@H](C)C1=C(C=C(C=C1)C1=CC(=NC=N1)NC1=CC=C(C=N1)N1CC2(CN(C2)C(=O)OC(C)(C)C)C1)C